2-(4-chlorophenoxy)-N-[5-[3-(piperidine-1-carbonyl)pyrazolo[1,5-a]pyridin-7-yl]-2-pyridyl]acetamide ClC1=CC=C(OCC(=O)NC2=NC=C(C=C2)C2=CC=CC=3N2N=CC3C(=O)N3CCCCC3)C=C1